1,2,3,4,5-pentafluorophenyl-1'-(di-tert-butylphosphino)ferrocene FC1(C(C(=C(C(=C1)F)F)F)F)[C-]1C=CC=C1.C(C)(C)(C)P([C-]1C=CC=C1)C(C)(C)C.[Fe+2]